C(C)(C)(C)OC(N(C=1C=CC=C2C=CN=CC12)C=1C=NC=CC1C)=O (4-methylpyridin-3-yl)isoquinolin-8-ylcarbamic acid tert-butyl ester